N1=CC=CC2=CC=CC(=C12)C(C)=O 1-(quinolin-8-yl)ethan-1-one